S1C=NC=C1C=1N=C(C2=C(N1)C=CN2)C(=O)OCC Ethyl 2-(thiazol-5-yl)-5H-pyrrolo[3,2-d]pyrimidine-4-carboxylate